N[C@@H]1C2=CC=CC=C2CC12CCN(CC2)C=2NC(C1=C(N2)NN=C1C1(CC1)C1=CC=CC2=C1C=CO2)=O (S)-6-(1-amino-1,3-dihydrospiro[indene-2,4'-piperidin]-1'-yl)-3-(1-(benzofuran-4-yl)cyclopropyl)-1,5-dihydro-4H-pyrazolo[3,4-d]pyrimidin-4-one